ClC1=NC(=NC=C1C(F)(F)F)NC=1C(=NN(C1)C(C(=O)OC)(C)C)C methyl 2-(4-((4-chloro-5-(trifluoromethyl) pyrimidin-2-yl) amino)-3-methyl-1H-pyrazol-1-yl)-2-methylpropionate